2-[2-[(3-cyano-2-pyridinyl)sulfanyl]-3-phenoxy-propyl]malononitrile C(#N)C=1C(=NC=CC1)SC(CC(C#N)C#N)COC1=CC=CC=C1